C(=C)N1CC(=CC=C1)C=C meta-divinyl-pyridine